6,7-dihydroquinoxaline N1=CC=NC2=CCCC=C12